(S)-7-(4-(1-(methylsulfonyl)piperidin-4-yl)phenyl)-N-(morpholin-2-ylmethyl)pyrido[3,4-b]pyrazin-5-amine monomalate C(C(O)CC(=O)O)(=O)O.CS(=O)(=O)N1CCC(CC1)C1=CC=C(C=C1)C1=CC=2C(=NC=CN2)C(=N1)NC[C@@H]1CNCCO1